(2S)-2-amino-3-phenyl-1-propanol N[C@H](CO)CC1=CC=CC=C1